CC1=NN=C(O1)NC(C1=C(C=CC=C1)OC1=C(C=CC=C1)Cl)=O N-(5-methyl-1,3,4-oxadiazol-2-yl)-2-(2-chlorophenoxy)benzamide